C(C1=CC=CC=C1)N1CCC(CC1)(C(=O)N)C1=C(C=CC=C1)F 1-Benzyl-4-(2-fluorophenyl)piperidine-4-carboxamide